6-Dimethylaminohexylamin CN(CCCCCCN)C